NC1=CC=C(C=C1)C1CCN(CC1)[C@H]1C[C@H](C1)C(=O)OCC1=CC=CC=C1 cis-Benzyl 3-[4-(4-aminophenyl)-1-piperidyl]cyclobutanecarboxylate